N1=C(C(=C2N1C=CC=C2)C(=O)O)C(=O)O pyrazolo[1,5-a]pyridine-2,3-dicarboxylic acid